N1C[C@@H](OCC1)CNS(=O)(=O)C N-[[(2R)-morpholin-2-yl]methyl]methanesulfonamide